7-Bromo-4-(2-chlorophenyl)-2-hydroxyquinoline-3-carbonitrile BrC1=CC=C2C(=C(C(=NC2=C1)O)C#N)C1=C(C=CC=C1)Cl